(S)-1-(3-bromo-5-((S)-1-(((R)-tert-butylsulfinyl)amino)ethyl)-1H-pyrazol-1-yl)propan-2-yl methanesulfonate CS(=O)(=O)O[C@H](CN1N=C(C=C1[C@H](C)N[S@](=O)C(C)(C)C)Br)C